Methyl 3-[4-[3-(dimethylamino)azetidin-1-yl]anilino]-5-(methylamino)-6-(3-methylimidazo[4,5-c]pyridin-7-yl)pyrazine-2-carboxylate CN(C1CN(C1)C1=CC=C(NC=2C(=NC(=C(N2)NC)C=2C3=C(C=NC2)N(C=N3)C)C(=O)OC)C=C1)C